FC1=CC=C(C=C1)C=1OCCN1 2-(4-fluorophenyl)-4,5-dihydro-oxazole